N-Acetyl-L-Cysteine-D3 [2H]C([2H])([2H])C(=O)N[C@@H](CS)C(=O)O